CNC=1SC(=C(N1)C1=CC=CC=C1)OC1=CC(=NC=C1)NC=1C=C(C(=O)N)C=CC1 3-((4-((2-(Methylamino)-4-phenylthiazol-5-yl)oxy)pyridin-2-yl)amino)benzamide